tert-butyl (6aR,8S)-2-(3,5-difluoro-2-methoxyphenyl)-8-((methyl-sulfonyl)oxy)-6a,7,8,9-tetrahydropyrrolo[1',2':4,5]pyrazino[2,3-c]pyridazine-5(6H)-carboxylate FC=1C(=C(C=C(C1)F)C=1C=C2C(=NN1)N(C[C@@H]1N2C[C@H](C1)OS(=O)(=O)C)C(=O)OC(C)(C)C)OC